BrC1=C(C=C(C=N1)NC([C@@H]1NCCC1)=O)C N-(6-bromo-5-methylpyridin-3-yl)-D-prolinamide